C(C=1C(C(=O)[O-])=CC(C(=O)[O-])=CC1)(=O)OCCCCCCCCCOC(C=1C(C(=O)[O-])=CC(C(=O)[O-])=CC1)=O nonamethylene bistrimellitate